Isoleucine-methyl ester hydrochloride salt Cl.COC([C@@H](N)[C@@H](C)CC)=O